COC=CC(=C)O[Si](C)(C)C 1-methoxy-3-[(trimethylsilyl)oxy]butadiene